4-(2-butoxyphenyl)pyrimidin-2-amine C(CCC)OC1=C(C=CC=C1)C1=NC(=NC=C1)N